C(CC)(=O)OC methyl monopropionate